(2E)-3-[3,5-difluoro-1-(oxetan-2-yl)indazol-6-yl]-N-(6-methoxy-2,4-dimethylpyridin-3-yl)prop-2-enamide FC1=NN(C2=CC(=C(C=C12)F)/C=C/C(=O)NC=1C(=NC(=CC1C)OC)C)C1OCC1